OC1C2(COS2(=O)=O)C=CC=C1 2-hydroxy-α-toluenesultone